O1C=C(C2=C1C=CC=C2)C2=NN(C1=C2C=NC(=C1)C(=O)N1CCC(CCC1)O)CSC [3-(benzofuran-3-yl)-1-(methylsulfanyl-methyl)pyrazolo[4,3-c]pyridin-6-yl]-(4-hydroxyazepan-1-yl)methanone